ClC(C(=O)OCC)C(=O)C ethyl 2-chloroacetoacetate